5-(3-(trifluoromethyl)phenyl)-N-(3-(2-(dimethylamino)propyl)-1,2,4-thiadiazol-5-yl)furan-3-carboxamide FC(C=1C=C(C=CC1)C1=CC(=CO1)C(=O)NC1=NC(=NS1)CC(C)N(C)C)(F)F